(3-bromo-2-methoxy-pyridin-4-yl)-hydrazine BrC=1C(=NC=CC1NN)OC